methoxy-chroman-2-on COC1C(OC2=CC=CC=C2C1)=O